FC1(C(NC(CC1)=O)=O)C1=CC=C(C=C1)C1CCN(CC1)C(CN1CCC(CC1)C=1N=C2N(C=C(C(=C2)OC(C)C)C(=O)NC2=NN(C=C2)C)C1)=O 2-[1-[2-[4-[4-(3-fluoro-2,6-dioxo-3-piperidyl)phenyl]-1-piperidyl]-2-oxo-ethyl]-4-piperidyl]-7-isopropoxy-N-(1-methylpyrazol-3-yl)imidazo[1,2-a]pyridine-6-carboxamide